C(C)(=O)O[C@@H]1[C@H](O[C@H]([C@@H]1OC(C)=O)N1N=CC(=NC1=O)N)COC(C)=O (2R,3R,4R,5R)-2-(Acetoxymethyl)-5-(5-Amino-3-Oxo-1,2,4-Triazin-2(3H)-yl)Tetrahydrofuran-3,4-Diyl Diacetate